N-(2-aminoethyl)-gamma-aminopropylmethyldiethoxysilane NCCNCCC[Si](OCC)(OCC)C